N-(2-methanesulfonylpyridin-3-yl)-2-[6-(trifluoromethyl)pyridin-3-yl]-1,3-thiazole-5-carboxamide CS(=O)(=O)C1=NC=CC=C1NC(=O)C1=CN=C(S1)C=1C=NC(=CC1)C(F)(F)F